C(C)(=O)N1[C@@H](CN(C[C@H]1C)C(=O)OC(C)(C)C)C1=C(C(=CC(=C1)Cl)Br)F tertbutyl (3R,5R)-4-acetyl-3-(3-bromo-5-chloro-2-fluorophenyl)-5-methylpiperazine-1-carboxylate